FC(C1=CC=2N(C=C1)C(=C(N2)N)SCC)(F)F 7-(trifluoromethyl)-3-(ethylthio)imidazo[1,2-a]pyridine-2-amine